(5-(2,4-dioxotetrahydropyrimidin-1(2H)-yl)pyridin-2-yl)methyl methanesulfonate CS(=O)(=O)OCC1=NC=C(C=C1)N1C(NC(CC1)=O)=O